8-Nitro-2,3,4,5-tetrahydro-1H-benzo[d]azepin-7-amine [N+](=O)([O-])C=1C(=CC2=C(CCNCC2)C1)N